N-(4-cyclooctylphenyl)-9,9-dimethyl-9H-fluoren-2-amine C1(CCCCCCC1)C1=CC=C(C=C1)NC1=CC=2C(C3=CC=CC=C3C2C=C1)(C)C